C1=CC=CC=2C3=CC=CC=C3C3(C12)C1=CC=CC=C1SC=1C=CC=CC13 spiro[9H-thioxanthene-9,9-[9H]fluorene]